4-((3-(1,1-difluoropropyl)phenyl)carbamoyl)-2-(6-methoxy-2',6'-dimethyl-4'-(prop-1-yn-1-yl)-[1,1'-biphenyl]-3-yl)-5-methyl-1H-imidazole 3-oxide FC(CC)(F)C=1C=C(C=CC1)NC(=O)C=1[N+](=C(NC1C)C=1C=C(C(=CC1)OC)C1=C(C=C(C=C1C)C#CC)C)[O-]